FC1=CC=C(C=C1)C(C(=O)N[C@@H](CC(C)C)C(=O)N[C@H](CCC(=O)OCC)C(=O)OCC)(C)C Diethyl (2-(4-fluorophenyl)-2-methylpropanoyl)-L-leucyl-D-glutamate